ClC=1C=C(C=CC1)COC1=CC=CC(=N1)S(=O)(=O)NC(=O)C=1C(=NC=CC1)N1C(CC(C1)C)(C)C N-[[6-[(3-Chlorophenyl)methoxy]-2-pyridyl]sulfonyl]-2-(2,2,4-trimethylpyrrolidin-1-yl)pyridin-3-carboxamid